C(#N)C=1C=C(C[N+]2=CC=C(C=C2)C2=CC=NC=C2)C=CC1 1-(3-cyanobenzyl)-4,4'-bipyridyl-1-ium